ClC=1C=CC2=C(N(CCN(S2(=O)=O)C(C(=O)O)C(C)C2=C(C(=CC=C2F)C)C)C)C1 2-(7-chloro-5-methyl-1,1-dioxido-4,5-dihydrobenzo[f][1,2,5]thiadiazepin-2(3H)-yl)-3-(6-fluoro-2,3-dimethylphenyl)butanoic acid